NC1=NC=2C=CC=CC2C2=C1N=CN2CCP(OC[C@@H](COC(CCCCCCCCCCCCCCC)=O)OC(CCCCCCCCCCCCCCC)=O)(=O)O 4-amino-1-[2-(1,2-dipalmitoyl-sn-glycero-3-phospho)ethyl]-1H-imidazo[4,5-c]quinoline